C1(=CC=CC=C1)C(C1=CC=CC=C1)(C1=CC=CC=C1)SCCN 2-(triphenylmethylmercapto)ethylamine